3-(4-(5-butyl-1-(4-(1-methyl-1H-pyrazol-5-yl)phenyl)-1H-1,2,4-triazol-3-yl)phenoxy)-N,N-diethylpropane-1-amine C(CCC)C1=NC(=NN1C1=CC=C(C=C1)C1=CC=NN1C)C1=CC=C(OCCCN(CC)CC)C=C1